C(CC)(=O)N1[C@H]2[C@H]([C@@H](C1)C2)NC(=O)NC2=CC=C(C=C2)OC(F)(F)F 1-((1R,4R,5S)-2-propionyl-2-azabicyclo[2.1.1]hexan-5-yl)-3-(4-(trifluoromethoxy)phenyl)urea